CC1(OC(C2=C1C=C(C=C2)NC2=NC=C(C(=N2)N[C@H](CO)C2=CC=CC=C2)C(=O)NNC(=O)C=2C=NC=CC2)=O)C N'-{2-[(3,3-Dimethyl-1-oxo-1,3-dihydro-2-benzofuran-5-yl)amino]-4-{[(1S)-2-hydroxy-1-phenylethyl]amino}pyrimidin-5-carbonyl}pyridin-3-carbohydrazid